5,8-dimethylthioquinoline CSC1=C2C=CC=NC2=C(C=C1)SC